3-Amino-N-(4-fluorobenzyl)-4-(4-methylpiperazin-1-yl)benzamide NC=1C=C(C(=O)NCC2=CC=C(C=C2)F)C=CC1N1CCN(CC1)C